N-(4-fluorophenyl)-3-(tetrahydrofuran-2-yl)propanamide methyl-(R)-7-(cyclopropylethynyl)-4-oxo-2-(phenylethynyl)chromane-2-carboxylate COC(=O)[C@]1(OC2=CC(=CC=C2C(C1)=O)C#CC1CC1)C#CC1=CC=CC=C1.FC1=CC=C(C=C1)NC(CCC1OCCC1)=O